C(C1=CC=CC=C1)NC1=C(C(C1=O)=O)NCCNC(O[C@H]1[C@H](NC[C@@H]1O)CC1=CC=C(C=C1)OC)=O (2R,3S,4S)-4-hydroxy-2-[(4-methoxyphenyl)methyl]pyrrolidin-3-yl N-(2-{[2-(benzylamino)-3,4-dioxocyclobut-1-en-1-yl]amino}ethyl)carbamate